1-Nonyl-3-propylpyrrolidinium fluoride [F-].C(CCCCCCCC)[NH+]1CC(CC1)CCC